FC=1C(=NC=CC1C(F)(F)F)C(=O)NC1=CC(=C(C=C1)C)NC1=NC=CC=C1C1=C2N=CN(C2=NC=N1)C1OCCCC1 3-fluoro-N-(4-methyl-3-((3-(9-(tetrahydro-2H-pyran-2-yl)-9H-purin-6-yl)pyridin-2-yl)amino)phenyl)-4-(trifluoromethyl)picolinamide